γ-mercaptopropyl-mercaptosilane 4-chloro-2-(3-(2-hydroxyethyl)-2-oxoimidazolidin-1-yl)-6-(trifluoromethyl)phenyl-(4-fluorophenyl)(methyl)carbamate ClC1=CC(=C(C(=C1)C(F)(F)F)CN(C(O)=O)C1=CC=C(C=C1)F)N1C(N(CC1)CCO)=O.SCCC[SiH2]S